C(CCCCCCCCCCC)OS(=O)(=O)[O-].[Na+].FC=1C=C(C=C(C1F)F)C1=CC=CC=C1 3,4,5-trifluorobiphenyl Sodium Laurylsulfate